C(CCC)C1=CC=C(C=C1)C1=CC=C(C=C1)Br 4-butyl-4'-bromobiphenyl